pentamethylcyclopentadienyl-(1-isobutyl-benz[e]indenyl)hafnium CC1=C(C(=C(C1([Hf]C=1CC=2C=CC3=C(C2C1CC(C)C)C=CC=C3)C)C)C)C